BrC1=C2C(=NC=C1OCOC)CCO2 7-bromo-6-(methoxymethoxy)-2,3-dihydrofuro[3,2-b]pyridine